CN(C=1C=C2CN(C(C2=CC1)=O)C1C(NC(CC1)=O)=O)[C@H]1CC=CC[C@@H]1NC 3-(5-(methyl-((1S,6S)-6-(methylamino)cyclohex-3-en-1-yl)amino)-1-oxoisoindolin-2-yl)piperidine-2,6-dione